C(C)N1N=CC(=C1)C1=CC(=NC2=C(N=CC=C12)C1=CC=NN1)N1[C@@H](COCC1)C 4-(1-ethyl-1H-pyrazol-4-yl)-2-[(3R)-3-methylmorpholin-4-yl]-8-(1H-pyrazol-5-yl)-1,7-naphthyridine